pyridinium tert-butyl {4-[(2-{[(2S,5R)-7-oxo-6-(sulfooxy)-1,6-diazabicyclo[3.2.1]oct-2-yl]carbonyl}hydrazinyl)carbonyl]benzyl}carbamate O=C1N([C@@H]2CC[C@H](N1C2)C(=O)NNC(=O)C2=CC=C(CNC(OC(C)(C)C)=O)C=C2)OS(=O)(=O)O.[NH+]2=CC=CC=C2